N2-Carboxymethyl-N7-methylguanine C(=O)(O)CNC=1NC(C=2N(C=NC2N1)C)=O